ClC1=CC(=C(C=C1)C1(OC2=C(O1)C=CC=C2C=2C=NC(=NC2)CC(=O)OCC)C)F ethyl 2-(5-(2-(4-chloro-2-fluorophenyl)-2-methylbenzo[d][1,3]dioxol-4-yl)pyrimidin-2-yl)acetate